1-(6-bromopyridin-2-yl)prop-2-yn-1-ol BrC1=CC=CC(=N1)C(C#C)O